C(C)(C)(C)OC(=O)N1[C@@H](CNCC1)C (R)-4-N-tert-butoxycarbonyl-3-methylpiperazine